ClC=1C(=CC(=C(C(=O)N2CC3=CC=CC(=C3C2)N(C(\C=C\CN(C)C)=O)C)C1)O)OC (E)-N-(2-(5-chloro-2-hydroxy-4-methoxybenzoyl)isoindolin-4-yl)-4-(dimethylamino)-N-methylbut-2-enamide